2-(3-hexyloxycarbonyl)propionyloxy-1,3-propanediol CCC(CCC)OC(=O)C(C(=O)OC(CCO)O)C